C(C)(C)(C)OC(=O)N[C@@H]1CC[C@H](OC1)CN1[C@@H](CN(CC1)CCCCC1=CC2=C(N(C(N2C)=O)C2C(NC(CC2)=O)=O)C=C1)C(=O)O (2S)-1-[[(2S,5R)-5-(tert-butoxycarbonylamino)tetrahydropyran-2-yl]methyl]-4-[4-[1-(2,6-dioxo-3-piperidyl)-3-methyl-2-oxo-benzimidazol-5-yl]butyl]piperazine-2-carboxylic acid